(2S,3R,4S,5R)-2-(4-(benzylamino)pyrrolo[2,1-f][1,2,4]triazin-7-yl)-5-(hydroxymethyl)tetrahydrofuran-3,4-diol C(C1=CC=CC=C1)NC1=NC=NN2C1=CC=C2[C@@H]2O[C@@H]([C@H]([C@H]2O)O)CO